ClC1=C(C(=O)NCC(C2=C(N=CS2)C(F)F)N2CCC(CC2)OC2=NC(=NS2)C2CC2)C(=CC=C1)F 2-Chloro-N-(2-{4-[(3-cyclopropyl-1,2,4-thiadiazol-5-yl)oxy]piperidin-1-yl}-2-[4-(difluoromethyl)-1,3-thiazol-5-yl]ethyl)-6-fluorobenzamid